C(#N)OC(C=C)=O.[F].[Na].[Mn].[Ni] nickel-manganese-sodium fluorine monocyanoacrylate